C(C)O[Si](C12CCC(CC1)(C2)CC[Si](OCC)(OCC)OCC)(OCC)OCC 1-triethoxysilyl-4-triethoxysilylethyl-bicyclo[2.2.1]heptane